4-[(diphenyl)hydroxymethyl]benzonitrile C1(=CC=CC=C1)C(C1=CC=C(C#N)C=C1)(O)C1=CC=CC=C1